Tert-butyl ((3S,4R)-3-fluoro-1-methylpiperidin-4-yl)carbamate F[C@H]1CN(CC[C@H]1NC(OC(C)(C)C)=O)C